FC1(CN(CC12CC2)C=2C=1N(N=C(C2)C=2C(NC(NC2)=O)=O)C=NN1)F 5-(8-(7,7-difluoro-5-azaspiro[2.4]heptan-5-yl)-[1,2,4]triazolo[4,3-b]pyridazin-6-yl)pyrimidine-2,4(1H,3H)-dione